C(C1=CC=CC=C1)O[C@H]([C@](C=O)(O)[N+](=O)[O-])[C@H](OCC1=CC=CC=C1)[C@H](O)COCC1=CC=CC=C1 3,4,6-tri-O-benzyl-2-nitroglucose